N1=C(C=CC2=CC=C3C=CC=NC3=C12)C=1C=C2C(=NC1)C1=C(O2)C=CC=C1OC 3-(1,10-phenanthrolin-2-yl)-9-methoxybenzofurano[3,2-b]pyridine